N-(5-(3-(3-methoxybenzyl)ureido)benzo[d]thiazol-2-yl)-4-methylbenzenesulfonamide COC=1C=C(CNC(NC=2C=CC3=C(N=C(S3)NS(=O)(=O)C3=CC=C(C=C3)C)C2)=O)C=CC1